(2R,11aR)-7-Chloro-6-isopropoxy-8-methyl-5-oxo-2,3,11,11a-tetrahydro-1H,5H-benzo[f]pyrrolo[2,1-c][1,4]oxazepin-2-yl methanesulfonate CS(=O)(=O)O[C@@H]1C[C@@H]2COC3=C(C(N2C1)=O)C(=C(C(=C3)C)Cl)OC(C)C